(2-((1H-pyrazol-4-yl)amino)-5-methylpyrimidin-4-yl)benzoic acid N1N=CC(=C1)NC1=NC=C(C(=N1)C1=C(C(=O)O)C=CC=C1)C